O.[Ni](O)O nickel hydroxide, hydrate